ClC1=CC(=C(OC=2N=CC(=NC2)N2CCC3([C@@H](C=4N(N=CC4)C3)N)CC2)C=C1)F (S)-1-(5-(4-chloro-2-fluorophenoxy)pyrazin-2-yl)-4'H,6'H-spiro[piperidine-4,5'-pyrrolo[1,2-b]pyrazol]-4'-amine